C1(C#CCCCCC1)OCC(=O)N 2-(2-cyclooctyne-1-yloxy)-acetamide